C12(CC3CC(CC(C1)C3)C2)NC(C2=CC=C(C(=O)NC=3SC=C(N3)C3=NC=CC=C3)C=C2)=O N1-(adamantan-1-yl)-N4-(4-(pyridin-2-yl)thiazol-2-yl)terephthalamide